FC1=CC=2N(C=C1)C(=CN2)C2=C1CNC(C1=C(C=C2)NC2=NC(=C(C=C2)[C@H]2COCC2)CN2CCOCC2)=O (S)-4-(7-fluoro-imidazo[1,2-a]pyridin-3-yl)-7-((6-(morpholino-methyl)-5-(tetrahydrofuran-3-yl)pyridin-2-yl)amino)isoindolin-1-one